C(C1=CC=C(N(OC2CC2)OC2CC2)C=C1)C1=CC=C(N(OC2CC2)OC2CC2)C=C1 4,4'-methylenebis(N,N-dicyclopropyloxyaniline)